8-((4-(3-fluoroazetidin-1-yl)-2-methylphenyl)amino)-2,3-dihydrobenzo[b][1,4]oxazepin-4(5H)-one FC1CN(C1)C1=CC(=C(C=C1)NC=1C=CC2=C(OCCC(N2)=O)C1)C